1-(4-fluoro-2-methylphenyl)-3-(2-methyl-6-oxo-1,6-dihydropyridin-3-yl)-7-(tri-fluoromethyl)-2,3-dihydropteridin-4(1H)-one FC1=CC(=C(C=C1)N1CN(C(C2=NC=C(N=C12)C(F)(F)F)=O)C1=C(NC(C=C1)=O)C)C